BrCC=1C=C(C=C(C1)CBr)O 3,5-bis(bromomethyl)phenol